5-METHOXY-N-(4-(TRIFLUOROMETHOXY)PHENYL)-2-(TRIFLUOROMETHYL)-1H-IMIDAZO[4,5-B]PYRIDIN-6-AMINE COC1=C(C=C2C(=N1)N=C(N2)C(F)(F)F)NC2=CC=C(C=C2)OC(F)(F)F